C(CCCCCCC#N)#N suberonitrile